4-(2-(2-((3-((S)-3-Benzyl-6,9-dimethyl-4H,6H-thieno[2,3-e][1,2,4]triazolo[3,4-c][1,4]oxazepin-2-yl)prop-2-yn-1-yl)oxy)ethoxy)ethoxy)-2-(2,6-dioxopiperidin-3-yl)isoindolin-1,3-dion C(C1=CC=CC=C1)C1=C(SC=2N3C([C@@H](OCC21)C)=NN=C3C)C#CCOCCOCCOC3=C2C(N(C(C2=CC=C3)=O)C3C(NC(CC3)=O)=O)=O